lithium (P)-phosphate P(=O)([O-])([O-])[O-].[Li+].[Li+].[Li+]